FC1=C(CN2N=C(C=3C2=NN=CC3)C#N)C=CC=C1 1-(2-Fluorobenzyl)-1H-pyrazolo[3,4-c]pyridazine-3-carbonitrile